1,N1'-(ethane-1,2-diyl)bis(propane-1,3-diamine) C(CNCCCN)C(CCN)N